2-[5-methyl-3-(5,6,7,8-tetrahydroimidazo[1,2-a]pyridin-8-ylamino)-1,2,4-triazin-6-yl]-5-(trifluoromethyl)phenol CC=1N=C(N=NC1C1=C(C=C(C=C1)C(F)(F)F)O)NC1C=2N(CCC1)C=CN2